BrC1=NN2C(N(C(=C(C2=O)N2CCNCC2)CC)CC(=O)NC2=CC=C(C=C2)S(F)(F)(F)(F)F)=N1 2-(2-bromo-5-ethyl-7-oxo-6-(piperazin-1-yl)-[1,2,4]triazolo[1,5-a]pyrimidin-4(7H)-yl)-N-(4-(pentafluoro-λ6-sulfaneyl)phenyl)acetamide